ClC1=C2C(=NN(C2=CC=C1)S(=O)(=O)C1=CC=C(C=C1)C(C)(F)F)N1C[C@H]([C@@H](C1)C)F 4-Chloro-1-[4-(1,1-difluoroethyl)phenyl]sulfonyl-3-[(3S,4R)-3-fluoro-4-methyl-pyrrolidin-1-yl]indazole